2-(difluoromethoxy)-5-fluoro-N-((5-(2-methoxyphenyl)-1H-1,2,4-triazol-3-yl)methyl)benzamide FC(OC1=C(C(=O)NCC2=NNC(=N2)C2=C(C=CC=C2)OC)C=C(C=C1)F)F